S1C=NC(=C1)COC1=C(C=C2C=C(NC2=C1)CNC(OC(C)(C)C)=O)C(F)(F)F tert-butyl ((6-(thiazol-4-ylmethoxy)-5-(trifluoromethyl)-1H-indol-2-yl)methyl)carbamate